5-Methyl-N-(3-methylisoxazol-5-yl)-1-(p-tolyl)-1H-1,2,3-triazole-4-carboxamide CC1=C(N=NN1C1=CC=C(C=C1)C)C(=O)NC1=CC(=NO1)C